C1(CC1)C=1N=NN(C1)[C@H](C(=O)N1[C@@H](C[C@H](C1)O)C(=O)NCCNC1=NC2=CC=CC=C2C=C1)C(C)(C)C (2S,4R)-1-[(2S)-2-(4-cyclopropyltriazol-1-yl)-3,3-dimethyl-butanoyl]-4-hydroxy-N-[2-(2-quinolylamino)ethyl]pyrrolidine-2-carboxamide